[Cu].[Sn].[Fe] iron-tin-copper